FC=1C=C(CC=2C(=C(NC2)C(=O)NC(C)C2=NN(C=N2)C(C2=CC=CC=C2)(C2=CC=CC=C2)C2=CC=CC=C2)C)C=CC1C(F)(F)F 4-(3-fluoro-4-(trifluoromethyl)benzyl)-3-methyl-N-(1-(1-triphenylmethyl-1H-1,2,4-triazol-3-yl)ethyl)-1H-pyrrole-2-carboxamide